[5-[2-[tert-butoxycarbonyl(methyl)amino]-5-azaspiro[2.3]hexan-5-yl]pyrazine-2-carbonyl]oxysodium C(C)(C)(C)OC(=O)N(C1CC12CN(C2)C=2N=CC(=NC2)C(=O)O[Na])C